C(=C)[Sn](CCCC)(CCCC)CCCC vinyl-tributyl-tin